N-((1-benzylpiperidin-3-yl)methyl)-N-(2-methoxyethyl)naphthalene-2-sulfonamide hydrochloride Cl.C(C1=CC=CC=C1)N1CC(CCC1)CN(S(=O)(=O)C1=CC2=CC=CC=C2C=C1)CCOC